4-(4-(ethylsulfonamido)-3-fluorophenyl)-1-methyl-1H-pyrrolo[2,3-b]pyridin C(C)S(=O)(=O)NC1=C(C=C(C=C1)C1=C2C(=NC=C1)N(C=C2)C)F